5-benzyloxy-2-bromo-4-[(4-methoxyphenyl)methyl-sulfanyl]pyridine C(C1=CC=CC=C1)OC=1C(=CC(=NC1)Br)SCC1=CC=C(C=C1)OC